C(C)(C)(C)C1=CC=C(C=C1)N1COC=N1 3-(4-tert-butylphenyl)-1,3,4-oxadiazole